4,7-difluoro-indane-2-carboxylate FC1=C2CC(CC2=C(C=C1)F)C(=O)[O-]